CC=1C=CC=2N(N1)C(=C(N2)C2=CC(=NC=C2)C)C(=O)OCC Ethyl 6-methyl-2-(2-methylpyridin-4-yl)imidazo[1,2-b]pyridazine-3-carboxylate